C(C1C(CCCC1)N=C=O)C1C(CCCC1)N=C=O methylenebis(2-isocyanatocyclohexane)